13-propylamino-13-oxotridecamidoacetic acid C(CC)NC(CCCCCCCCCCCC(=O)NCC(=O)O)=O